2-((tert-butoxycarbonyl)amino)-4-(((isopropoxycarbonyl)oxy)methoxy)-4-oxobutyric acid C(C)(C)(C)OC(=O)NC(C(=O)O)CC(=O)OCOC(=O)OC(C)C